CS(=O)(=O)OC(CO[Si](C)(C)C(C)(C)C)C1=NC=C(C=C1)F [2-[tert-butyl(dimethyl)silyl]oxy-1-(5-fluoro-2-pyridyl)ethyl] methanesulfonate